N1N=CC(=C1)C=1C=CC(=C(C1)O)C=1N=NC(=CC1)N1CC(CC1)NC1(CC1)C(F)(F)F 5-(1H-pyrazol-4-yl)-2-[6-(3-{[1-(trifluoromethyl)cyclopropyl]amino}pyrrolidin-1-yl)pyridazin-3-yl]phenol